O=C1NC=C(C(N1)=O)NC(CCCCCCC(=O)O)=O 8-((2,4-dioxo-1,2,3,4-tetrahydropyrimidin-5-yl)amino)-8-oxooctanoic acid